COC(=O)C=1N=C(NC1C=1SC=CC1)C1=CC=CC=C1 2-phenyl-5-(thiophen-2-yl)-1H-imidazole-4-carboxylic acid methyl ester